CC1(CC=C(CC1)C1=NC(=CC=C1N)C1CC(N(C(C1)(C([2H])([2H])[2H])C([2H])([2H])[2H])C)(C([2H])([2H])[2H])C([2H])([2H])[2H])C 2-(4,4-dimethylcyclohexen-1-yl)-6-[1-methyl-2,2,6,6-tetrakis(trideuteriomethyl)-4-piperidyl]pyridin-3-amine